3-((2-(4-(aminomethyl)-2,6-dimethylphenyl)-5-methylpyridin-4-yl)methyl)-6-methylbenzo[d]oxazol-2(3H)-one hydrochloride Cl.NCC1=CC(=C(C(=C1)C)C1=NC=C(C(=C1)CN1C(OC2=C1C=CC(=C2)C)=O)C)C